tert-butyl N-[(1S)-1-[3-[4-(trifluoromethoxy)phenyl]-1,2,4-oxadiazol-5-yl]ethyl]carbamate FC(OC1=CC=C(C=C1)C1=NOC(=N1)[C@H](C)NC(OC(C)(C)C)=O)(F)F